1-(4-chloro-2-aminobenzyl)-2-thioxo-1,2,3,5-tetrahydro-4H-pyrrolo[3,2-d]pyrimidin-4-one ClC1=CC(=C(CN2C(NC(C3=C2C=CN3)=O)=S)C=C1)N